5-((2,6-difluoro-3,5-dimethoxyphenyl)ethynyl)-2-(methylthio)pyrimidine-4-carboxylic acid FC1=C(C(=C(C=C1OC)OC)F)C#CC=1C(=NC(=NC1)SC)C(=O)O